2-(3,4-difluoro-2-methoxybenzene-1-carbonyl)-8,8-dimethyl-7-oxo-2-azaspiro[3.5]non-5-ene-6-carbonitrile FC=1C(=C(C=CC1F)C(=O)N1CC2(C1)C=C(C(C(C2)(C)C)=O)C#N)OC